5-chloro-3-phenyl-1,2,4-thiadiazole ClC1=NC(=NS1)C1=CC=CC=C1